2-bromo-5-phenylthiophene BrC=1SC(=CC1)C1=CC=CC=C1